rac-(1S,3S,4S,5R)-4-fluoro-N,1,5-trimethyl-8-azabicyclo[3.2.1]octan-3-amine F[C@H]1[C@H](C[C@@]2(CC[C@]1(N2)C)C)NC |r|